2-(2-thienyl)ethane-1,2-dione S1C(=CC=C1)C(C=O)=O